8E,10E,14Z,16E-pentaenoic acid C(C=CCC)(=O)O